ON1C(=CC2=C(C=C(C=C12)C1=CC=CC=C1)C(F)(F)F)C(=O)O 1-hydroxy-6-phenyl-4-trifluoromethyl-1H-indole-2-carboxylic acid